FC1=C(C=CC=C1C[C@@H]1N(CC([C@@H]1NS(=O)(=O)CC)(F)F)C(=O)C1(CCC1)O)C1=CC(=CC=C1)F N-[(2S,3R)-2-[(2,3'-difluoro[1,1'-biphenyl]-3-yl)methyl]-4,4-difluoro-1-(1-hydroxycyclobutane-1-carbonyl)pyrrolidin-3-yl]ethanesulfonamide